O1C(=CC2=C1C=CC=C2)C2=NC(=NC(=N2)C=2OC1=C(C2)C=CC=C1)C=1OC2=C(C1)C=CC=C2 2,4,6-tris(benzofuranyl)-1,3,5-triazine